2-(6-fluoro-3-methyl-1H-indazol-1-yl)-N-(3-(2-hydroxypropan-2-yl)bicyclo[1.1.1]pentan-1-yl)pyrimidine-5-carboxamide FC1=CC=C2C(=NN(C2=C1)C1=NC=C(C=N1)C(=O)NC12CC(C1)(C2)C(C)(C)O)C